(S)-1-(5-bromo-4-methylpyridin-2-yl)ethanol BrC=1C(=CC(=NC1)[C@H](C)O)C